CCCCOC(=O)CC(CC(=O)OCCCC)(OC(C)=O)C(=O)OCCCC acetyl tributyl citrate